[Si](C)(C)(C(C)(C)C)OCCC(F)(F)F 2-(tert-butyldimethylsilyloxy)ethyl-trifluoromethane